CC1=C(C=C(C=C1)[N+](=O)[O-])NC=1SC=C(N1)C=1C=NC=CC1 N-(2-Methyl-5-nitrophenyl)-4-(pyridin-3-YL)-1,3-thiazol-2-amine